N2-(3,3-difluoro-1-methyl-cyclobutyl)-6-(4-fluorophenyl)-N3-sec-butyl-pyridine-2,3-diamine FC1(CC(C1)(C)NC1=NC(=CC=C1NC(C)CC)C1=CC=C(C=C1)F)F